ClC1=C(OC2CCC(CC2)C(=O)O)C=CC=C1C=1N(C2=NC=NC(=C2N1)OC1(CC1)C)CC1=CC(=CC=C1)Cl (1r,4r)-4-(2-chloro-3-(9-(3-chlorobenzyl)-6-(1-methylcyclopropoxy)-9H-purin-8-yl)phenoxy)cyclohexane-1-carboxylic acid